FC(CN1[C@@H](C=2NC3=CC=CC=C3C2C[C@H]1C)C1=CN=C(S1)CC1CN(C1)CCC)(C)C 5-((1S,3R)-2-(2-Fluoro-2-methylpropyl)-3-methyl-2,3,4,9-tetrahydro-1H-pyrido[3,4-b]indol-1-yl)-2-((1-propylazetidin-3-yl)methyl)thiazole